3-(Pent-4-en-1-yl)-1,4,2-dioxazol-5-one C(CCC=C)C1=NOC(O1)=O